1-(6-(2-chloro-6-(imidazo[1,2-a]pyridin-7-yl)pyridin-4-yl)-4-oxa-7-azaspiro[2.5]octan-7-yl)prop-2-en-1-one ClC1=NC(=CC(=C1)C1COC2(CC2)CN1C(C=C)=O)C1=CC=2N(C=C1)C=CN2